FC(C=1C(=C(C=CC1)[C@@H](C)NC=1C=2C(N=C(N1)C)=C(C(N(C2)N2CCOCC2)=O)C#N)F)F 4-[[(1R)-1-[3-(difluoromethyl)-2-fluoro-phenyl]ethyl]amino]-2-methyl-6-morpholino-7-oxo-pyrido[4,3-d]pyrimidine-8-carbonitrile